ClC1=CC=C(C=2N1C=CN2)NC=2C=NN(C2)[C@@H]2CC[C@H](CC2)CCO 2-((trans)-4-(4-((5-chloroimidazo[1,2-a]pyridin-8-yl)amino)-1H-pyrazol-1-yl)cyclohexyl)ethan-1-ol